C(#N)C1=CC=2N(C=C1)C(=CN2)I 7-cyano-3-iodoimidazo[1,2-a]pyridine